tetramethyl-1,4-diaminoanthraquinone CC=1C(=C2C(C=3C(=C(C(=C(C3C(C2=CC1)=O)N)C)C)N)=O)C